OCC=1N=C(OC1)[C@@]1(C[C@H](CO1)NS(=O)(=O)C)CC=1C=C(C(=CC1F)F)C1=C(C(=CC=C1)F)O |r| rac-N-((3R,5S)-5-(4-(hydroxymethyl)oxazol-2-yl)-5-((3',4,6-trifluoro-2'-hydroxy-[1,1'-biphenyl]-3-yl)methyl)tetrahydrofuran-3-yl)methanesulfonamide